(racemic)-4-(3-chloro-4-(9-(5-chloro-3-fluoro-2-methoxybenzyl)-6-(1-methylcyclopropoxy)-9H-purin-8-yl)phenoxy)-2-methylbutanoic acid ClC=1C=C(OCC[C@H](C(=O)O)C)C=CC1C=1N(C2=NC=NC(=C2N1)OC1(CC1)C)CC1=C(C(=CC(=C1)Cl)F)OC |r|